C(C)(C)(C)C1N(CC2NS(C=3C(OCC21)=C(N(C3)C)C(NC3=CC(=C(C=C3)F)C)=O)(=O)=O)C(=O)[O-] trans-tert-Butyl-8-((4-fluoro-3-methylphenyl)carbamoyl)-7-methyl-3a,4,10,10a-tetrahydro-1H,7H-dipyrrolo[3,4-b:3',4'-f][1,4,5]oxathiazocin-2(3H)-carboxylat-5,5-dioxid